FC1=C(C=CC(=C1NC(C(C)OC)=O)F)NC(C1=CC=CC=C1)=O N-(2,4-difluoro-3-(2-methoxypropionamido)phenyl)benzamide